(S)-1-(2-cyclopropyl-4-(4-((4-((1-(difluoromethyl)-1H-benzo[d]imidazol-5-yl)oxy)-3-methylphenyl)amino)pyrido[3,2-d]pyrimidin-6-yl)piperazin-1-yl)prop-2-en-1-one C1(CC1)[C@@H]1N(CCN(C1)C=1C=CC=2N=CN=C(C2N1)NC1=CC(=C(C=C1)OC1=CC2=C(N(C=N2)C(F)F)C=C1)C)C(C=C)=O